COC1=CC=C(C=C1)CN1C2=NC(=NC(=C2N=C1)N1C=CC=2C(=NC=CC21)NC(CCC(=O)O)=O)C2=NC(=CC=C2)C 4-[[1-[9-[(4-methoxyphenyl)methyl]-2-(6-methylpyridin-2-yl)-9H-purin-6-yl]-1H-pyrrolo[3,2-c]pyridin-4-yl]amino]-4-oxobutanoic acid